C(C)(=O)N1CCC(CC1)N(C(=O)NC1=NC=C(N=C1OC(F)F)Br)C1=C(C=CC=C1)C(C)C 1-(1-acetylpiperidin-4-yl)-3-(5-bromo-3-(difluoromethoxy)pyrazin-2-yl)-1-(2-isopropylphenyl)urea